bisphenol A trimellitate C(C=1C(C(=O)O)=CC(C(=O)O)=CC1)(=O)O.OC1=CC=C(C=C1)C(C)(C)C1=CC=C(C=C1)O